(2r,4r,6s)-tert-butyl 4-(3-((1r,4r)-4-((1-methoxy-2-methyl-1-oxopropan-2-yl) amino) cyclohexyl) propoxy)-2,6-dimethylpiperidine-1-carboxylate COC(C(C)(C)NC1CCC(CC1)CCCOC1C[C@H](N([C@H](C1)C)C(=O)OC(C)(C)C)C)=O